(S)-1-(3-fluoro-5-methoxy-pyridin-2-yl)-4-(4-methyl-benzyl)-3-(oxetan-3-yl)-piperazine-2,5-dione FC=1C(=NC=C(C1)OC)N1C([C@@H](N(C(C1)=O)CC1=CC=C(C=C1)C)C1COC1)=O